benzyl 3-((R)-1-(((S)-tert-butylsulfinyl)amino)-2,2,2-trifluoroethyl)piperidine-1-carboxylate C(C)(C)(C)[S@](=O)N[C@@H](C(F)(F)F)C1CN(CCC1)C(=O)OCC1=CC=CC=C1